NC1=NC=2C(=CC=CC2C=2N1C=C(N2)CC2CCN(CC2)C(=O)C2=NC(=CC=C2)C)F (4-((5-amino-7-fluoroimidazo[1,2-c]quinazolin-2-yl)-methyl)piperidin-1-yl)(6-methylpyridin-2-yl)methanone